N1=C(N=CC=C1)N1N=C(N=C1C(C)N)C1=NC=CC=N1 1-[2,5-bis(pyrimidin-2-yl)-1,2,4-triazol-3-yl]ethylamine